P(=O)(OCC(CC)NC(C(=C)C)=O)([O-])[O-] 2-methacrylamidobutyl phosphate